(3,5-dimethyl-4-hydroxyphenyl)-ethane CC=1C=C(C=C(C1O)C)CC